ClC=1C(=NC(=NC1)NC1CCOCC1)C1=CC=C2CN(C(C2=C1)=O)CC(=O)NC1CCC2=CC=CC=C12 2-(6-(5-chloro-2-((oxacyclohexan-4-yl)amino)pyrimidin-4-yl)-1-oxoisoindol-2-yl)-N-(2,3-dihydro-1H-inden-1-yl)acetamide